methyl (2S,5Z)-5-[2-(benzyloxy)-2-oxoethylidene]pyrrolidine-2-carboxylate C(C1=CC=CC=C1)OC(\C=C/1\CC[C@H](N1)C(=O)OC)=O